3,5-Dimethyl-benzoic acid N'-benzoyl-N-(1-tert-butyl-butyl)-hydrazide C(C1=CC=CC=C1)(=O)NN(C(C1=CC(=CC(=C1)C)C)=O)C(CCC)C(C)(C)C